(Z)-2-cyano-N-(4-(N-(2-(dimethylamino)ethyl)-N-methylsulfamoyl)phenyl)-3-hydroxy-3-(5-methylisoxazol-4-yl)acrylamide C(#N)/C(/C(=O)NC1=CC=C(C=C1)S(N(C)CCN(C)C)(=O)=O)=C(\C=1C=NOC1C)/O